C(C1=CC=CC=C1)OC(C(C=O)NC(C)=O)C(C(COCC1=CC=CC=C1)=O)OCC1=CC=CC=C1 N-(3,4,6-tris(benzyloxy)-1,5-dioxohexan-2-yl)acetamide